2,6-difluoro-N-(5-(4-hydroxyphenyl)-1,3,4-thiadiazol-2-yl)benzamide FC1=C(C(=O)NC=2SC(=NN2)C2=CC=C(C=C2)O)C(=CC=C1)F